(E)-4-Bromo-1-(3-hydroxyazetidin-1-yl)but-2-en-1-one BrC/C=C/C(=O)N1CC(C1)O